3-fluoro-4-((4-(1-(1-hydroxy-2-methylpropan-2-yl)-1H-pyrazol-4-yl)-5-(trifluoromethyl)pyrimidin-2-yl)amino)benzenesulfonamide FC=1C=C(C=CC1NC1=NC=C(C(=N1)C=1C=NN(C1)C(CO)(C)C)C(F)(F)F)S(=O)(=O)N